C(C=C)(=O)N1[C@H](CN(CC1)C1=NC(=NC=2C[C@]3(CCC12)C(=C(C1=C(C=CC=C13)Cl)F)F)OC[C@H]1N(CCC1)C)CC#N 2-((S)-1-acryloyl-4-((S)-4-chloro-2,3-difluoro-2'-(((S)-1-methylpyrrolidin-2-yl)methoxy)-5',8'-dihydro-6'H-spiro[indene-1,7'-quinazolin]-4'-yl)piperazin-2-yl)acetonitrile